C(C1=CC=CC=C1)OCCCN1C2=C(OCC1)C(=CC(=C2)C2=NC(=NC=C2F)Cl)F 4-(3-(Benzyloxy)propyl)-6-(2-chloro-5-fluoropyrimidin-4-yl)-8-fluoro-3,4-dihydro-2H-benzo[b][1,4]oxazine